C1(CCCC1)OCC1=C(C=CC(=C1)NC1(NCOC1)C(=O)O)C1=CC(=C(C(=C1)OC)C)OC 4-({2-[(Cyclopentyloxy)methyl]-3',5'-dimethoxy-4'-methyl-[1,1'-biphenyl]-4-yl}amino)-oxazolidine-4-carboxylic acid